COC1=CC2=C(NC(CC(N2)=O)=O)C=C1 7-methoxy-1H-1,5-benzodiazepine-2,4(3H,5H)-dione